1-{1-[2-(1H-1,3-Benzodiazol-2-yl)ethyl]acridin-3-yl}-N-[(3-fluoropyridin-2-yl)methyl]-1H-pyrazole-4-carboxamide N1C(=NC2=C1C=CC=C2)CCC2=CC(=CC1=NC3=CC=CC=C3C=C21)N2N=CC(=C2)C(=O)NCC2=NC=CC=C2F